(1r,2s)-2-[3-[[6-(3-hydroxyazetidin-1-yl)-5-methoxy-pyrimidin-4-yl]amino]-1H-indazol-6-yl]-5'-methoxy-spiro[cyclopropan-1,3'-indolin]-2'-one OC1CN(C1)C1=C(C(=NC=N1)NC1=NNC2=CC(=CC=C12)[C@@H]1C[C@@]12C(NC1=CC=C(C=C21)OC)=O)OC